ε-aminocaprolactam NC1CCCCC(=O)N1